ClC1=CC(=CC=2N1N=CN2)C(=O)OC methyl 5-chloro-[1,2,4]triazolo[1,5-a]pyridine-7-carboxylate